CN(C1CCN(CC1)C(=O)C1=CC=C(C=C1)I)C (4-dimethylamino-piperidin-1-yl)-(4-iodo-phenyl)-methanone